FC=1C(=CC(=NC1)NC1C(NC(CC1)=O)=O)CO 3-((5-fluoro-4-(hydroxymethyl)pyridin-2-yl)amino)piperidine-2,6-dione